2,2',6,6'-tetrakis(trifluoromethyl)benzidine FC(C1=C(C(=CC(=C1)N)C(F)(F)F)C1=C(C=C(N)C=C1C(F)(F)F)C(F)(F)F)(F)F